C(=O)(O)CCCN(CCC(C(=O)O)NC(CC(C)(C)C)=O)CCCCC1=NC=2NCCCC2C=C1 4-[3-carboxypropyl-[4-(5,6,7,8-tetrahydro-1,8-naphthyridin-2-yl)butyl]amino]-2-(3,3-dimethylbutanoylamino)butanoic acid